C(C)(C)(C)OC(=O)N1CCN(CC1)C1=CC=C(C=C1)C(=O)OC 1-tert-Butoxycarbonyl-4-(4-methoxycarbonylphenyl)piperazine